3-(4-(3,3-Dimethyl-5-(1H-pyrazol-4-yl)piperazin-1-yl)pyrimidin-2-yl)-6-(trifluoromethyl)imidazo[1,2-a]pyrazine CC1(CN(CC(N1)C=1C=NNC1)C1=NC(=NC=C1)C1=CN=C2N1C=C(N=C2)C(F)(F)F)C